S1C=NC2=C1C(=CC=C2)C2=CC=C(C=C2)[C@H](CO)N(C(=O)N(C)C=2N=C(SC2)C#C)C (R)-1-(1-(4-(benzo[d]thiazol-7-yl)phenyl)-2-hydroxyethyl)-3-(2-ethynyl-thiazol-4-yl)-1,3-dimethylurea